(α-formylethylidene)triphenylphosphorane C(=O)C(C)=P(C1=CC=CC=C1)(C1=CC=CC=C1)C1=CC=CC=C1